2-chloro-4-(6-methyl-pyridin-3-yloxy)-pyrimidine ClC1=NC=CC(=N1)OC=1C=NC(=CC1)C